N-(2-chloro-5-(2,4-dichlorophenoxy)-4-hydroxyphenyl)acetamide ClC1=C(C=C(C(=C1)O)OC1=C(C=C(C=C1)Cl)Cl)NC(C)=O